C(C1=CC=CC=C1)C(C(=O)O)CNC=1SC(=C(N1)C1=CC(=C(C=C1)Cl)Cl)C(=O)OCC 2-benzyl-3-(4-(3,4-dichlorophenyl)-5-(ethoxycarbonyl)thiazol-2-ylamino)propionic acid